3-(3-amino-3-carboxypropyl)uridine (Perylene-3-yl)butyrate Nickel-Manganese-Cobalt [Co].[Mn].[Ni].C1=CC(=C2C=CC=C3C4=CC=CC5=CC=CC(C1=C23)=C45)C(C(=O)OC[C@@H]4[C@H]([C@H]([C@@H](O4)N4C(=O)N(C(=O)C=C4)CCC(C(=O)O)N)O)O)CC